FC(S(=O)(=O)C1=CC=CC=C1)P(OCC)(OCC)=O diethyl (fluoro(phenyl sulfonyl)methyl)phosphonate